S(=O)(=O)(O)CCCCN(C1=CC(=CC=C1)C)CCCCS(=O)(=O)O.[Na].[Na] disodium N,N-Bis(4-sulfobutyl)-3-methylaniline